CC=1C=C(C=CC1C)C1=NC(=C(C(=O)OC)C=C1)OC methyl 6-(3,4-dimethylphenyl)-2-methoxynicotinate